C1(=C(C=CC=C1)N1C2=CC=CC=C2C=2C=CC(=CC12)Cl)C1=CC=C(C=C1)C1=CC=CC=C1 9-([1,1':4',1''-terphenyl]-2-yl)-2-chloro-9H-carbazole